4-(5-aminopent-1-yn-1-yl)-2-(2,6-dioxopiperidin-3-yl)isoindole-1,3-d NCCCC#CC=1C2=C(N(C(=C2C=CC1)[2H])C1C(NC(CC1)=O)=O)[2H]